3-[[4-[2-fluoro-3-isopropoxy-6-(2H-tetrazol-5-yl)phenyl]piperazin-1-yl]-methyl]pyridazine FC1=C(C(=CC=C1OC(C)C)C=1N=NNN1)N1CCN(CC1)CC=1N=NC=CC1